C(CCCCCCCCCCC)C(=S)SC(C(=O)OC1=C(C(=C(C(=C1F)F)F)F)F)(C)C Pentafluorophenyl 2-(dodecylthiocarbonylthio)-2-methylpropionate